5-[[4-(3,4-difluorophenyl)-6,7-dihydro-5H-[1,2,4]triazolo[1,5-a]pyrimidin-2-yl]amino]-2-(3-methyl-1,2,4-triazol-1-yl)benzonitrile FC=1C=C(C=CC1F)N1C=2N(CCC1)N=C(N2)NC=2C=CC(=C(C#N)C2)N2N=C(N=C2)C